CC1(OC2=CC=C(C=C2C=C1)C=O)C 2,2-dimethyl-2H-chromene-6-carbaldehyde